FC(OC1=CC=C(C=C1)C1(CC1)C(=O)NC=1C=CC=C(C(=O)O)C1)(F)F 5-[({1-[4-(trifluoromethoxy)phenyl]cyclopropyl}carbonyl)amino]benzoic acid